IC1=C(C=CC=C1)OC(F)(F)F 1-iodo-2-(trifluoromethoxy)benzene